potassium para-nitrophenolate [N+](=O)([O-])C1=CC=C(C=C1)[O-].[K+]